NC1=C(SC2=NC(=CC=C21)C)C(=O)N[C@H]2COC1=C(C2)C=CC(=C1)N1[C@H](CC[C@H](C1)N)C(F)(F)F 3-amino-N-[(3R)-7-[(2R,5R)-5-amino-2-(trifluoromethyl)piperidin-1-yl]-3,4-dihydro-2H-1-benzopyran-3-yl]-6-methylthieno[2,3-b]pyridine-2-carboxamide